2,2,2-trifluoroethyl cyclohexanecarboxylate C1(CCCCC1)C(=O)OCC(F)(F)F